C(C)(C)(C)OC(CC[B-](F)(F)F)=O.[K+] potassium (3-(tert-butoxy)-3-oxopropyl)trifluoroborate